CS(=O)(=O)CCCC1=CC=C(C=C1)[C@@H]1C=C(CC[C@H]1C(=C)C)C (3-methanesulfonylpropyl)-4-[(1R,6R)-3-methyl-6-(prop-1-en-2-yl)cyclohex-2-en-1-yl]benzene